2,5-dimethyl-8-trifluoromethyl-3,4-dihydro-2H-pyrano[2,3-b]quinoline CC1CCC=2C(=NC3=CC(=CC=C3C2C)C(F)(F)F)O1